7-methyl-2-((4-methyl-6-(1H-pyrazol-1-yl)pyridin-3-yl)amino)-9-(tetrahydro-2H-pyran-4-yl)-7,9-dihydro-8H-purin-8-one CN1C(N(C2=NC(=NC=C12)NC=1C=NC(=CC1C)N1N=CC=C1)C1CCOCC1)=O